2,5,5-trifluoro-4-hydroxy-3-(thiophen-2-yl)-4,5,6,7-tetrahydro-1H-indole FC=1NC=2CCC(C(C2C1C=1SC=CC1)O)(F)F